[Si](C)(C)(C(C)(C)C)OCCC=1N=C(SC1)C1CCN(CC1)C(=O)OC(C)(C)C tert-butyl 4-(4-(2-((tert-butyldimethylsilyl)oxy)ethyl)thiazol-2-yl)piperidine-1-carboxylate